6-hydroxy-7-(2-hydroxyethyl)-4-methoxy-2-phenethylisoindolin-1-one OC1=CC(=C2CN(C(C2=C1CCO)=O)CCC1=CC=CC=C1)OC